1,5-bis-[bis(3,5-bis-trifluoromethylphenyl)phosphino]pentane FC(C=1C=C(C=C(C1)C(F)(F)F)P(CCCCCP(C1=CC(=CC(=C1)C(F)(F)F)C(F)(F)F)C1=CC(=CC(=C1)C(F)(F)F)C(F)(F)F)C1=CC(=CC(=C1)C(F)(F)F)C(F)(F)F)(F)F